t-amylperoxy 2-ethylhexyl carbonate C(OOOC(C)(C)CC)(OCC(CCCC)CC)=O